2-fluoro-8-(iodomethyl)-8-methyl-6,8-dihydro-5H-pyrano[3,4-b]pyridine FC1=CC=C2C(=N1)C(OCC2)(C)CI